C(C)(C)(C)N\C=C/1\C(OC2=CC=CC=C2C1=O)N1C=CC=2C1=NC=CC2 (Z)-3-((tert-butylamino)methylene)-2-(1H-pyrrolo[2,3-b]pyridin-1-yl)chroman-4-one